O1CCN(CC1)C1=NC(=C2C=C(C=NC2=C1)NS(=O)(=O)C)OC1CCC(CC1)NC=1N=CC=2CNCCC2C1 N-[7-morpholino-5-[4-(5,6,7,8-tetrahydro-2,7-naphthyridin-3-ylamino)cyclohexoxy]-1,6-naphthyridin-3-yl]methanesulfonamide